3-bromomethyl-2,2-dimethyl-oxirane BrCC1C(O1)(C)C